O=C1NC(CCC1NC1=C(CN2CCC(CC2)C2=NC(=C(C(=O)N)C=C2)C2=CC=C(C=C2)OC2=CC=CC=C2)C=CC=C1)=O 6-(1-(2-((2,6-dioxopiperidin-3-yl)amino)benzyl)piperidin-4-yl)-2-(4-phenoxyphenyl)nicotinamide